9-(4-Chlorophenoxy)-1,3,4,5-tetrahydro-2H-benzo[c]azepine ClC1=CC=C(OC2=CC=CC3=C2CNCCC3)C=C1